Methyl ((S)-3-cyclopropyl-2-(2-((S)-1-(2,3-difluorobenzyl)-5-oxopyrrolidin-2-yl)acetamido)propanoyl)-L-leucinate C1(CC1)C[C@@H](C(=O)N[C@@H](CC(C)C)C(=O)OC)NC(C[C@H]1N(C(CC1)=O)CC1=C(C(=CC=C1)F)F)=O